(1R,2S,4S)-bicyclo[2.2.1]heptan C12CCC(CC1)C2